CC1=CC=C(C=C1)S(=O)(=O)N[C@@H](CC2=CC=CC=C2)C(=O)O N-p-tosyl-L-phenylalanine